(4-{[2-(4-fluorophenyl)imidazo[1,2-a]pyridin-3-yl]methyl}piperazin-1-yl)(cyclobutyl)methanone FC1=CC=C(C=C1)C=1N=C2N(C=CC=C2)C1CN1CCN(CC1)C(=O)C1CCC1